N1=NC(=CC2=CC=CC=C12)C=1C=CC(=CC1)C(C)C 5-(Cinnolin-3-yl)-2-isopropylbenzene